OC1=C(C=O)C(=CC(=C1)O)OC 2,4-dihydroxy-6-methoxy-benzaldehyde